1-benzyl-4-(5-chloropyrazin-2-yl)piperidine-4-carboxylic acid ethyl ester C(C)OC(=O)C1(CCN(CC1)CC1=CC=CC=C1)C1=NC=C(N=C1)Cl